9-propenyltetracyclo[6.2.1.13,6.02,7]dodec-4-ene C(=CC)C1C2C3C4C=CC(C3C(C1)C2)C4